C1(=CC=C(C=C1)C(C)C=1NC(=C(N1)C)C)C1=CC=CC=C1 2-(1-([1,1'-biphenyl]-4-yl)ethyl)-4,5-dimethyl-1H-imidazol